Butyl 4-methyl 5-amino-3-methylthiophene-2,4-dicarboxylate NC1=C(C(=C(S1)C(=O)OCCCC)C)C(=O)OC